N-(3-(difluoro-methoxy)benzylidene)-2-methylpropane-2-sulfinamide FC(OC=1C=C(C=NS(=O)C(C)(C)C)C=CC1)F